3-(benzo[d][1,3]dioxol-4-ylmethyl)-1-butyl-3-hydroxyindolin-2-one O1COC2=C1C=CC=C2CC2(C(N(C1=CC=CC=C21)CCCC)=O)O